N-((1s,4s)-4-((2-((4-(4-methylpiperazin-1-yl)phenyl)amino)-5-(4-fluorobenzoyl)-7H-pyrrolo[2,3-d]pyrimidin-4-yl)amino)cyclohexyl)isobutyramide CN1CCN(CC1)C1=CC=C(C=C1)NC=1N=C(C2=C(N1)NC=C2C(C2=CC=C(C=C2)F)=O)NC2CCC(CC2)NC(C(C)C)=O